4-(4-aminophenoxy)-2,6-dimethylaniline NC1=CC=C(OC2=CC(=C(N)C(=C2)C)C)C=C1